tert-butyl 2-((2S,3S)-4-bromo-5-chloro-6-fluoro-3-methyl-2-phenyl-2,3-dihydrobenzofuran-2-yl)azetidine-1-carboxylate BrC1=C(C(=CC2=C1[C@@H]([C@](O2)(C2=CC=CC=C2)C2N(CC2)C(=O)OC(C)(C)C)C)F)Cl